ClC(C(C1=CC=CC=C1)CC(=O)O[C@]1([C@@]2(CCC(O2)C)C(CCC1)(C)C)C)(Cl)Cl |r| (5RS,6RS)-2,6,10,10-tetramethyl-1-oxaspiro[4.5]decan-6-OL (2,2,2-trichloro-1-phenylethyl)acetate